methyl 3-((6-chloro-2-(4-methylthiazol-2-yl) pyrimidin-4-yl)oxy)azetidine-1-carboxylate ClC1=CC(=NC(=N1)C=1SC=C(N1)C)OC1CN(C1)C(=O)OC